(1R)-2-(4-{6-chloro-2-[(1-cyclopropyl-5-methyl-1H-pyrazol-4-yl)amino]quinazolin-7-yl}piperidin-1-yl)-1-(3,4-difluorophenyl)ethan-1-ol ClC=1C=C2C=NC(=NC2=CC1C1CCN(CC1)C[C@H](O)C1=CC(=C(C=C1)F)F)NC=1C=NN(C1C)C1CC1